copper-titanium-niobium [Nb].[Ti].[Cu]